3-(4-fluorophenyl)propionic acid ethyl ester dihydrochloride Cl.Cl.C(C)OC(CCC1=CC=C(C=C1)F)=O